2-((2S,4S)-1-acryloyl-4-(8-chloro-4-(3-(dimethylamino)azetidin-1-yl)-6-fluoro-7-(o-tolyl)-1H-imidazo[4,5-c]quinolin-1-yl)piperidin-2-yl)acetonitrile C(C=C)(=O)N1[C@@H](C[C@H](CC1)N1C=NC=2C(=NC=3C(=C(C(=CC3C21)Cl)C2=C(C=CC=C2)C)F)N2CC(C2)N(C)C)CC#N